C(C)NC1=CC=C(C#N)C=C1 4-(ethylamino)benzonitrile